CC(CNCCN)N(C)C trimethyl-diethylenetriamine